(6aR)-1-(3,5-dimethylmorpholino)-4-chloro-3-(2-fluoro-6-hydroxyphenyl)-6,6a,7,8,9,10-hexahydro-12H-pyrazino[2,1-c]pyrido[3,4-f][1,4]oxazepin-12-one CC1COCC(N1C1=NC(=C(C2=C1C(N1[C@@H](CO2)CNCC1)=O)Cl)C1=C(C=CC=C1O)F)C